(R)-4-((1-(3-((1-allylpiperidin-4-yl)difluoromethyl)phenyl)ethyl)amino)-6-(1,1-dioxidotetrahydro-2H-thiopyran-4-yl)-2-methylpyrido[2,3-d]pyrimidin-7(8H)-one C(C=C)N1CCC(CC1)C(C=1C=C(C=CC1)[C@@H](C)NC=1C2=C(N=C(N1)C)NC(C(=C2)C2CCS(CC2)(=O)=O)=O)(F)F